O[C@@H]1[C@H](NCCC1)CCCN1C=2NC(N(C(C2N=C1)=O)C)=O 9-(3-((2R,3S)-3-hydroxypiperidin-2-yl)propyl)-1-methyl-1H-purine-2,6(3H,9H)-dione